6-(cyclopropanecarboxamido)-1-(methylamino)-2,7-naphthyridine-4-carboxylic acid C1(CC1)C(=O)NC=1C=C2C(=CN=C(C2=CN1)NC)C(=O)O